2-(6-{5-chloro-2-[(oxacyclohex-4-yl)amino]pyrimidin-4-yl}-1-oxo-2,3-dihydro-1H-isoindol-2-yl)-N-cyclopropyl-N-methylacetamide ClC=1C(=NC(=NC1)NC1CCOCC1)C1=CC=C2CN(C(C2=C1)=O)CC(=O)N(C)C1CC1